S1(NCCC1)(=N)=O 1λ4,2-thiazolidin-1-imine 1-oxide